FC=1C(=C(C=CC1)C1=NC=2N(C(=C1)C)N(CC2)C(C(F)(F)F)C)OC 5-(3-fluoro-2-methoxyphenyl)-7-methyl-N-(1,1,1-trifluoropropan-2-yl)pyrazolo[1,5-a]Pyrimidine